2-[6-(2,8-dimethylimidazo[1,2-B]pyridazin-6-yl)-8-fluoro-imidazo[1,2-a]pyridin-2-yl]-8-methyl-2,8-diazaspiro[4.5]decane CC=1N=C2N(N=C(C=C2C)C=2C=C(C=3N(C2)C=C(N3)N3CC2(CC3)CCN(CC2)C)F)C1